2'-(tricyclo[3.3.1.13,7]dec-1-ylmethoxy)-6-[8-(benzothiazol-2-ylcarbamoyl)-3,4-dihydro-1H-isoquinolin-2-yl]-[3,4']bipyridinyl-2-carboxylic acid tert-butyl ester C(C)(C)(C)OC(=O)C1=NC(=CC=C1C1=CC(=NC=C1)OCC12CC3CC(CC(C1)C3)C2)N2CC3=C(C=CC=C3CC2)C(NC=2SC3=C(N2)C=CC=C3)=O